methyl (S)-2-(2-aminoacetamido)-3-hydroxypropionate NCC(=O)N[C@H](C(=O)OC)CO